BrC1=CC(=C(C=C1)COC1=CC=CC(=N1)C1=CC(=C(C=C1F)CC=1N(C2=C(N1)C=CC(=C2)C(=O)OC)C[C@H]2OCC2)F)F Methyl 2-[[4-[6-[(4-bromo-2-fluoro-phenyl)methoxy]-2-pyridyl]-2,5-difluoro-phenyl]methyl]-3-[[(2S)-oxetan-2-yl]methyl]benzimidazole-5-carboxylate